ethyl-7-amino-5-methyl-[1,2,5]-oxadiazolo[3,4-b]pyridine C(C)C1=C(C=2C(N=C1C)=NON2)N